OC(=O)C(F)(F)F.COC(=O)C1NCC1 Azetidine-2-carboxylic acid methyl ester TFA salt